Br.ClC=1C=CC(=C(C1)C1=CC(=NC=N1)O)N1N=NC(=C1)OCC 6-(5-chloro-2-(4-ethoxy-1H-1,2,3-triazol-1-yl)phenyl)pyrimidin-4-ol, hydrobromide